OCCOCCN1N=NC2=C1C=CC(=C2C)/C=C/C(=O)OC(C)(C)C tert-butyl (E)-3-(1-(2-(2-hydroxyethoxy)ethyl)-4-methyl-1H-benzo[d][1,2,3]triazol-5-yl)acrylate